C(C1=CC=CC=C1)N1C(=NC2=NC=C(C=C21)C=2C(=NOC2C)C)NCC=2SC=CN2 1-benzyl-6-(3,5-dimethylisoxazol-4-yl)-N-(thiazol-2-ylmethyl)-1H-imidazo[4,5-b]pyridin-2-amine